ClC=1C=C(C=CC1)N1C[C@@H](CC1=O)C(=O)N[C@H]1[C@H]2CC[C@@H](C1)N2C#N (3R)-1-(3-chlorophenyl)-N-((1R,2R,4S)-7-cyano-7-azabicyclo[2.2.1]heptan-2-yl)-5-oxo-3-pyrrolidinecarboxamide